C(C)OC1=C(C=CC=C1)C1=CC=C(C(=N1)C(=O)O)N1[C@@H](CN(CC1)C(=O)C1(CCC1)C(F)(F)F)CC 6-(2-ethoxyphenyl)-3-[(2R)-2-ethyl-4-[1-(trifluoromethyl)cyclobutanecarbonyl]piperazin-1-yl]pyridine-2-carboxylic acid